2-((1-(2-(4-(2,6-Dimethylmorpholino)phenyl)-6-methyl-4-oxo-4H-chromen-8-yl)ethyl)amino)benzoic acid CC1OC(CN(C1)C1=CC=C(C=C1)C=1OC2=C(C=C(C=C2C(C1)=O)C)C(C)NC1=C(C(=O)O)C=CC=C1)C